C(C)(C)(C)OC(C(CCOC)N1C(C=C(C(=C1)OC)C1=C(C=CC(=C1)Cl)N1N=NN=C1)=O)=O 2-{4-[5-chloro-2-(1H-tetrazol-1-yl)phenyl]-5-methoxy-2-oxopyridin-1(2H)-yl}-4-methoxybutyric acid tert-butyl ester